C(CO)(=O)O.C(CCCC)(=O)NC=1C=C2C(=CNC2=CC1)C=1CCN(CC1)CCCCC 5-(pentanoyl)amino-3-(1-pentyl-1,2,3,6-tetrahydropyridin-4-yl)-1H-indole glycolate